2-(2-methyl-5-nitro-1H-imidazol-1-yl)-4-((1,4-dioxo-8-azaspiro[4.5]dec-8-yl)methyl)piperidine-1-carboxylic acid ethyl ester hydrochloride Cl.C(C)OC(=O)N1C(CC(CC1)CN1CCC2(C(CCC2=O)=O)CC1)N1C(=NC=C1[N+](=O)[O-])C